FC1=C(OC2=CC=C(C=C2)NC2=NC=NC3=CC=C4C(=C23)OCCN4CC=C)C=CC=C1 1-(10-((4-(2-fluorophenoxy)phenyl)amino)-2,3-dihydro-4H-[1,4]oxazino[2,3-f]quinazolin-4-yl)prop-2-en